3,5-difluoro-4-((6-methyl-7-phenyl-2-(trifluoromethyl)-1H-imidazo[4,5-c]pyridin-1-yl)methyl)benzenesulfonamide FC=1C=C(C=C(C1CN1C(=NC=2C=NC(=C(C21)C2=CC=CC=C2)C)C(F)(F)F)F)S(=O)(=O)N